FC(C1=CN=C2N1C=C(C=C2)C2=CNC=1N=C(N=CC12)NC1=CC(=NC=C1)N1CCN(CC1)C)F 5-(3-(difluoromethyl)imidazo[1,2-a]pyridin-6-yl)-N-(2-(4-methylpiperazin-1-yl)pyridin-4-yl)-7H-pyrrolo[2,3-d]pyrimidin-2-amine